4-(5-aminopent-1-yn-1-yl)-2-(2,6-dioxopiperidin-3-yl)isoindole-1,3-dione trifluoroacetate FC(C(=O)O)(F)F.NCCCC#CC1=C2C(N(C(C2=CC=C1)=O)C1C(NC(CC1)=O)=O)=O